N-[(6-amino-2-pyridyl)sulfonyl]-2-(6-azaspiro[3.3]heptan-6-yl)-6-(3-fluoro-5-isobutoxy-phenyl)pyridine-3-carboxamide NC1=CC=CC(=N1)S(=O)(=O)NC(=O)C=1C(=NC(=CC1)C1=CC(=CC(=C1)OCC(C)C)F)N1CC2(CCC2)C1